C(C)(C)C1=C(C(=CC=C1)C(C)C)N1C(=NC2=C1C(=C(C=C2)F)C=2C(=CC=1C=CC3=CC=CC=C3C1C2)O)C2=CC=CC=C2 3-(1-(2,6-diisopropylphenyl)-6-fluoro-2-phenyl-1H-benzo[d]imidazol-7-yl)phenanthren-2-ol